OC1=C(C(=CC(=C1)O)O)C1=CC(=CC(=C1)O)O 2,3',4,5',6-pentahydroxybiphenyl